5-chloro-2-methyl-N-((1r,4r)-4-((3-(3-(oxazol-5-yl)phenyl)-2-oxo-2,3-dihydro-1H-benzo[d]imidazol-1-yl)methyl)cyclohexyl)nicotinamide ClC=1C=NC(=C(C(=O)NC2CCC(CC2)CN2C(N(C3=C2C=CC=C3)C3=CC(=CC=C3)C3=CN=CO3)=O)C1)C